CS(=O)(=O)C1=CC=C(C=C1)OS(=O)(=O)[O-].C(C)(C)(C)C1=CC=C(C=C1)[I+]C1=CC=C(C=C1)C(C)(C)C Di(4-tert-butylphenyl)iodonium 4-methylsulfonylphenyl-sulfate